6-bromo-N-(6-chloropyridin-3-yl)isoquinolin-1-amine BrC=1C=C2C=CN=C(C2=CC1)NC=1C=NC(=CC1)Cl